(R)-4-Oxochroman O=C1CCOC2=CC=CC=C12